C(C)OC(=O)C1(CCC1)SC1=NC=CC(=N1)NC1=CC=C(C2=CC=CC=C12)C1CC1 1-((4-((4-Cyclopropylnaphthalen-1-yl)amino)pyrimidin-2-yl)thio)cyclobutane-1-carboxylic acid ethyl ester